N-[3-[2-(difluoromethoxy)-5-methylsulfonyl-phenyl]-1-methyl-pyrazol-4-yl]pyrazolo[1,5-a]pyrimidine-3-carboxamide FC(OC1=C(C=C(C=C1)S(=O)(=O)C)C1=NN(C=C1NC(=O)C=1C=NN2C1N=CC=C2)C)F